C(C=C)C1=C(C=C2C=NN(C2=C1)C(C)=O)B1OC(C(O1)(C)C)(C)C 1-(6-allyl-5-(4,4,5,5-tetramethyl-1,3,2-dioxaborolan-2-yl)-1H-indazol-1-yl)ethan-1-one